N-[3-pyrrolidin-1-yl-4-(5,6,7,8-tetrahydroimidazo[1,5-a]pyrazin-3-yl)phenyl]cyclopropanecarboxamide N1(CCCC1)C=1C=C(C=CC1C1=NC=C2N1CCNC2)NC(=O)C2CC2